phosphino-3,4,5,6-tetramethyl-2',4',6'-triisopropyl-1,1'-biphenyl PC1=C(C(=C(C(=C1C)C)C)C)C1=C(C=C(C=C1C(C)C)C(C)C)C(C)C